C(C)C=1SC(=C(N1)C1=CC=CC=C1)OC1=CC(=NC=C1)NC1=CC=C(C=C1)NCCN1C(CN(CC1)CC)CCC N1-(4-((2-ethyl-4-phenylthiazol-5-yl)oxy)pyridin-2-yl)-N4-(2-(4-ethylpropylpiperazin-1-yl)ethyl)benzene-1,4-diamine